C(C)(C)(C)OC(=O)N1C[C@@H]([C@@H](C1)CC1=NC(=NN1C)C1=NC=CC=C1)CC1=CC(=CC=C1)C(C)=O (3R,4S)-3-(3-acetyl-benzyl)-4-((1-methyl-3-(pyridin-2-yl)-1H-1,2,4-triazol-5-yl)methyl)pyrrolidine-1-carboxylic acid tert-butyl ester